2-(3'-(9,9-dimethyl-9H-fluoren-4-yl)-[1,1'-biphenyl]-4-yl)-4,4,5,5-tetramethyl-1,3,2-dioxaborolane CC1(C2=CC=CC=C2C=2C(=CC=CC12)C=1C=C(C=CC1)C1=CC=C(C=C1)B1OC(C(O1)(C)C)(C)C)C